2-((2-chloro-4-((5-cyclopropyl-3-(2,6-dichlorophenyl)isoxazol-4-yl)methoxy)phenyl)ethynyl)isonicotinic acid ClC1=C(C=CC(=C1)OCC=1C(=NOC1C1CC1)C1=C(C=CC=C1Cl)Cl)C#CC=1C=C(C(=O)O)C=CN1